NCC1=CC=C(C=C1)NC(=O)C1=CC2=C(OCCC3=C2SC=C3)C=C1C=1C(=NC(=CC1)C(NCC(F)(F)F)=O)C(=O)O 3-(9-((4-(aminomethyl)phenyl)carbamoyl)-4,5-dihydrobenzo[b]thieno[2,3-d]oxepin-8-yl)-6-((2,2,2-trifluoroethyl)carbamoyl)picolinic acid